sodium 9-(4-((1-(3-fluoropropyl)azetidin-3-yl)methyl)phenyl)-8-(2-methoxy-6-(trifluoromethyl)pyridin-4-yl)-6,7-dihydro-5H-benzo[7]annulene-3-carboxylate FCCCN1CC(C1)CC1=CC=C(C=C1)C1=C(CCCC2=C1C=CC(=C2)C(=O)[O-])C2=CC(=NC(=C2)C(F)(F)F)OC.[Na+]